NC1=NN(C(=C1)C)C(C)O (3-amino-5-methyl-1H-pyrazol-1-yl)ethan-1-ol